ClC1=CC(=C(C=N1)C1=NC=C(C=C1)CN1CCC(CC1)(F)F)NC1CCC(CC1)NC(OC(C)(C)C)=O tert-Butyl ((1s,4s)-4-((6'-chloro-5-((4,4-difluoropiperidin-1-yl)methyl)-[2,3'-bipyridin]-4'-yl)amino)cyclohexyl)carbamate